aspartic acid calcium [Ca].N[C@@H](CC(=O)O)C(=O)O